(±)-2-[4-[(1S)-1-[(4-chloro-5-methoxy-1-methyl-indole-2-carbonyl)amino]-2-hydroxy-ethyl]phenyl]butanoic Acid ClC1=C2C=C(N(C2=CC=C1OC)C)C(=O)N[C@H](CO)C1=CC=C(C=C1)[C@H](C(=O)O)CC |&1:25|